FC1=C(C(=C(C(=C1[B-](C1=C(C(=C(C(=C1F)F)F)F)F)(C1=C(C(=C(C(=C1F)F)F)F)F)C1=C(C(=C(C(=C1F)F)F)F)F)F)F)F)F.OC(COC1=CC=C(C=C1)[I+]C1=CC=CC=C1)CCCCCCCCCCCC [4-(2-hydroxy-n-tetradecyloxy)phenyl]phenyliodonium tetrakis(pentafluorophenyl)borate